3-methylpyrido[2,3-d]pyridazine-5,8-diol CC1=CC=2C(=C(N=NC2O)O)N=C1